C(C1=CC(=C(C(=C1)CC)NC(=O)C1CCCCC1)CC)C1=CC(=C(C(=C1)CC)NC(=O)C1CCCCC1)CC N,N'-[Methylenbis(2,6-diethyl-4,1-phenylen)]bis-cyclohexan-carboxamid